(4S)-8-bromo-7-chloro-6-(3-fluoro-2-pyridyl)-1,4-dimethyl-4H-[1,2,4]triazolo[4,3-a][1,4]benzodiazepine BrC=1C=CC2=C(C(=N[C@H](C=3N2C(=NN3)C)C)C3=NC=CC=C3F)C1Cl